N[C@@]1([C@@](O[C@@H]([C@H]1O)CO)(N1C(=O)NC(=O)C=C1)CC=C)O amino-allyl-uridine